N1=C(C=CC=C1)SS[C@@H]1[C@H](CCC2=CC=CC=C12)O |r| trans-(1SR,2SR)-1-(pyridin-2-yldithio)-1,2,3,4-tetrahydronaphthalen-2-ol